BrC=1C2=C(C=NC1)N=C(N2C)C21CC(C2)(C1)F 7-bromo-2-(3-Fluorobicyclo[1.1.1]pent-1-yl)-1-methyl-1H-imidazo[4,5-c]pyridine